tert-butyl (2-((((1s,4s)-4-(2-(benzyloxy)-3,5-difluorophenyl)cyclohexyl)oxy)methyl)pyridin-3-yl)carbamate C(C1=CC=CC=C1)OC1=C(C=C(C=C1F)F)C1CCC(CC1)OCC1=NC=CC=C1NC(OC(C)(C)C)=O